NC1=C(N=CC(=N1)N1CCC2(CC1)[C@@H](C1=CC(=CC=C1C2)SC)N)SC2=C(C(=NC=C2)N)Cl (S)-1'-(6-amino-5-((2-amino-3-chloropyridin-4-yl)thio)pyrazin-2-yl)-6-(methylthio)-1,3-dihydrospiro[indene-2,4'-piperidin]-1-amine